2-chloro-6-t-butylquinoline-3-aldoxime ClC1=NC2=CC=C(C=C2C=C1C=NO)C(C)(C)C